N[C@H](C(=O)O)CC1=CC(=CC=C1)OCB(O)O (S)-2-amino-3-(3-(boronomethoxy)phenyl)propanoic acid